O[C@H]1C[C@H](N(C1)C(=O)OC(C)(C)C)C(=O)OCCCCC(=O)OC(CCCCCCCC)CCCCCCCC O1-tert-butyl O2-[5-(1-octylnonoxy)-5-oxo-pentyl] (2S,4S)-4-hydroxypyrrolidine-1,2-dicarboxylate